(1R,2S,5S)-3-(3,3-Dimethylbutanoyl)-6,6-dimethyl-N-((S)-1-oxo-3-((S)-2-oxopyrrolidin-3-yl)propan-2-yl)-3-azabicyclo[3.1.0]hexane-2-carboxamide CC(CC(=O)N1[C@@H]([C@H]2C([C@H]2C1)(C)C)C(=O)N[C@H](C=O)C[C@H]1C(NCC1)=O)(C)C